[N+](=O)([O-])[Co-3]([N+](=O)[O-])([N+](=O)[O-])([N+](=O)[O-])([N+](=O)[O-])[N+](=O)[O-].[K+].[K+].[K+] potassium hexanitrocobalt (III)